1-[[2-(trimethylsilyl)ethoxy]methyl]-1H-pyrrolo[2,3-b]pyridin-2(3H)-one C[Si](CCOCN1C(CC=2C1=NC=CC2)=O)(C)C